CC1=CC(=CC(=N1)N1[C@@H](CC2=CC=CC=C12)C=1N(C=CN1)C=1C=C(C=CC1)C)C(F)(F)F (S)-1-(6-methyl-4-(trifluoromethyl)pyridin-2-yl)-2-(1-(m-tolyl)-1H-imidazol-2-yl)indoline